3-methyl-2-phenyl-1,3,2-oxazaborolidine CN1B(OCC1)C1=CC=CC=C1